6-(3-bromobenzyl)-N4-(5-methyl-1H-pyrazol-3-yl)-1H-pyrazolo[3,4-d]Pyrimidine-4,6-diamine BrC=1C=C(CC2(N=C(C=3C(=N2)NNC3)NC3=NNC(=C3)C)N)C=CC1